2-bromo-4-(((tert-butyldimethylsilyl)oxy)methyl)-5-ethylthiazole BrC=1SC(=C(N1)CO[Si](C)(C)C(C)(C)C)CC